4-(2-(3-(1-cyclopropyl-1H-pyrazol-5-yl)-4-fluorophenoxy)ethoxy)-3-fluorobenzonitrile C1(CC1)N1N=CC=C1C=1C=C(OCCOC2=C(C=C(C#N)C=C2)F)C=CC1F